CC1CCC2C(C1)C(=O)OC2=O 1-methylcyclohexane-4,5-dicarboxylic acid anhydride